[O-2].[Ta+5].[Ir+3].[O-2].[O-2].[O-2] iridium-tantalum oxide